2,4-Difluoro-N-(2-methoxy-5-(4-(piperazin-1-yl)pyrrolo[1,2-b]pyridazin-6-yl)pyridin-3-yl)benzenesulfonamide trifluoroacetate FC(C(=O)O)(F)F.FC1=C(C=CC(=C1)F)S(=O)(=O)NC=1C(=NC=C(C1)C=1C=C2N(N=CC=C2N2CCNCC2)C1)OC